ClC1=NC=C2C=C(C(N(C2=C1)C)=O)C=1C=NC(=CC1C)[C@H](C)O 7-chloro-3-[6-[(1S)-1-hydroxyethyl]-4-methylpyridin-3-yl]-1-methyl-1,6-naphthyridin-2-one